(3R)-4-amino-N-((1R,2R)-2-cyanocyclopentyl)-N-((5-cyano-2-pyridinyl)methyl)-3-methyl-1,3-dihydrofuro[3,4-c]quinoline-8-carboxamide NC1=NC=2C=CC(=CC2C2=C1[C@H](OC2)C)C(=O)N(CC2=NC=C(C=C2)C#N)[C@H]2[C@@H](CCC2)C#N